(S)-3-(4-(2-acetamidoethoxy)phenyl)-2-((tert-butoxycarbonyl)amino)propanoic acid C(C)(=O)NCCOC1=CC=C(C=C1)C[C@@H](C(=O)O)NC(=O)OC(C)(C)C